lithium p-styrenesulfonate, lithium salt [Li+].C=CC1=CC=C(C=C1)S(=O)(=O)[O-].[Li+].C=CC1=CC=C(C=C1)S(=O)(=O)[O-]